cyclopenteneboronic acid pinacol ester C1(=CCCC1)B1OC(C)(C)C(C)(C)O1